FC1=CC=C2C(=CN=CC2=C1)C1=CC=C(C=C1)C=1C=NN(C1)CC(=O)N1CCCCC1 2-(4-(4-(7-fluoroisoquinolin-4-yl)phenyl)-1H-pyrazol-1-yl)-(1-piperidin-1-yl)ethan-1-one